OC[C@H]1O[C@@H]([C@@H]([C@H]([C@H]1O)N1N=NC(=C1)C1=CC(=C(C(=C1)F)F)F)OC)CC1=CC(=NO1)C1(CCOCC1)C (2R,3R,4S,5R,6R)-2-(hydroxymethyl)-5-methoxy-6-((3-(4-methyltetrahydro-2H-pyran-4-yl)isoxazol-5-yl)methyl)-4-(4-(3,4,5-trifluorophenyl)-1H-1,2,3-triazol-1-yl)tetrahydro-2H-pyran-3-ol